C1OCCC12CCN(CC2)C2C(CCC2)OC=2C=C1CN(C(C1=CC2)=O)C2C(NC(CC2)=O)=O 3-(5-((2-(2-oxa-8-azaspiro[4.5]decan-8-yl)cyclopentyl)oxy)-1-oxoisoindolin-2-yl)piperidine-2,6-dione